(S)-4,4-difluoro-1-methylpiperidine FC1(CCN(CC1)C)F